C(C)(=O)[O-].[Pd+3].C(C)(=O)[O-].C(C)(=O)[O-] palladium(III) acetate